triiodoL-tyrosine N[C@@H](CC1=CC=C(C=C1)O)C(=O)O.[IH]1[IH][IH]C=C1